C(C)(=O)O[C@H]1[C@@H](SC=2C(=NC=C(C2)Br)C#N)O[C@@H]([C@@H]([C@@H]1N1N=NC(=C1)C=1N=C(SC1)N(C(=O)OC(C)(C)C)C(=O)OC(C)(C)C)OC(C)=O)COC(C)=O 5-Bromo-2-cyanopyridin-3-yl 2,4,6-tri-O-acetyl-3-{4-[2-(di-tert-butoxycarbonylamino)thiazol-4-yl]-1H-1,2,3-triazol-1-yl}-3-deoxy-1-thio-α-D-galactopyranoside